methyl N-[[5-[1-(4-bromo-2,6-difluorophenyl)-1H-pyrazol-3-yl]-2-methyl-phenyl]methyl]carbamate BrC1=CC(=C(C(=C1)F)N1N=C(C=C1)C=1C=CC(=C(C1)CNC(OC)=O)C)F